(1R,2R)-2-(5'-{[trans-4-(trifluoromethyl)cyclohexyl]methoxy}-2,3'-bipyridin-6-yl)cyclopropanecarboxylic acid FC([C@@H]1CC[C@H](CC1)COC=1C=C(C=NC1)C1=NC(=CC=C1)[C@H]1[C@@H](C1)C(=O)O)(F)F